4-chloro-2-(1-(3-hydroxypropyl)-1H-pyrazol-4-yl)-1-p-toluenesulfonyl-1H-pyrrole ClC=1C=C(N(C1)S(=O)(=O)C1=CC=C(C)C=C1)C=1C=NN(C1)CCCO